tert-butyl (1-(4-(4-(4-fluoroisoindoline-2-carboxamido) phenyl)piperidin-1-yl)-2-methyl-1-oxopropan-2-yl)carbamate FC1=C2CN(CC2=CC=C1)C(=O)NC1=CC=C(C=C1)C1CCN(CC1)C(C(C)(C)NC(OC(C)(C)C)=O)=O